(E)-3-(1-(2,2-difluoroethyl)-1H-pyrazol-4-yl)acrylic acid tert-butyl ester C(C)(C)(C)OC(\C=C\C=1C=NN(C1)CC(F)F)=O